4-[(1s,4r,5r)-5-{[5-cyclopropyl-3-(2,6-dichlorophenyl)-1,2-oxazol-4-yl]methoxy}-3-oxo-2-azabicyclo[2.2.1]heptan-2-yl]-3-fluorobenzoic acid C1(CC1)C1=C(C(=NO1)C1=C(C=CC=C1Cl)Cl)CO[C@H]1[C@@H]2C(N([C@H](C1)C2)C2=C(C=C(C(=O)O)C=C2)F)=O